CN(CCNC1=NC2=CC=CC=C2C2=C1SC=1C=CC(=CC1C2=O)F)C 6-(2-(dimethylamino)ethylamino)-10-fluoro-12H-thiochromeno[2,3-c]quinolin-12-one